(R)-N-(3-(5-fluoro-2-((2-((methylamino)methyl)pyridin-4-yl)amino)pyrimidin-4-yl)-1H-indol-7-yl)-3-methoxy-2-(4-methylpiperazin-1-yl)propanamide FC=1C(=NC(=NC1)NC1=CC(=NC=C1)CNC)C1=CNC2=C(C=CC=C12)NC([C@@H](COC)N1CCN(CC1)C)=O